C(C)(=O)N1CCN(CC1)CCNC(OC(C)(C)C)=O tert-butyl (2-(4-acetylpiperazin-1-yl)ethyl)carbamate